(Z)-5-(2,3-methylenedioxyphenyl)imidazoline-2,4-dione C1OC2=C(C=CC=C2O1)C1C(NC(N1)=O)=O